C(C)(C)(C)OC(=O)N1C[C@@H](OCC1)CC1=CC=CC=2N(C(N(C21)C)=O)C2C(NC(CC2)=O)=O (2S)-2-[[1-(2,6-dioxo-3-piperidinyl)-3-methyl-2-oxo-benzoimidazol-4-yl]methyl]morpholine-4-carboxylic acid tert-butyl ester